COC=1C(=CC=2C3=C(C=NC2C1)N(C(N3C3=CC(=NC=C3)C#N)=O)C)C=3C=NN(C3)C 4-[7-Methoxy-3-methyl-8-(1-methyl-1H-pyrazol-4-yl)-2-oxo-2,3-dihydroimidazo-[4,5-c]quinolin-1-yl]pyridine-2-carbonitrile